2-(Dimethylamino)-N-hydroxy-N-(4-((4-(piperidin-1-yl)phenyl)amino)benzyl)acetamide CN(CC(=O)N(CC1=CC=C(C=C1)NC1=CC=C(C=C1)N1CCCCC1)O)C